BrC1(NC=CC=C1)N 2-bromopyridin-2-amine